C(#N)C=1C=C(C=NC1N1N=CC=N1)NC(=O)C=1C=NN(C1C(F)(F)F)C1=CC=CC=2N=C(OC21)C N-(5-Cyano-6-(2H-1,2,3-triazol-2-yl)pyridin-3-yl)-1-(2-methylbenzo[d]-oxazol-7-yl)-5-(trifluoromethyl)-1H-pyrazol-4-carboxamid